BrC1=C(C=C(C=C1)OC)CN(C)C (2-Bromo-5-methoxyphenyl)-N,N-dimethylmethanamine